3-(3-(7,7-difluoro-2-((2S,3R)-3-hydroxy-2-methylazetidin-1-yl)-6,7-dihydro-5H-cyclopenta[d]pyrimidin-4-yl)phenyl)isothiazolidine 1,1-dioxide FC1(CCC2=C1N=C(N=C2C=2C=C(C=CC2)C2NS(CC2)(=O)=O)N2[C@H]([C@@H](C2)O)C)F